3-(N-morpholinyl)-2-hydroxypropane N1(CCOCC1)CC(C)O